C1=CC=CC=2C3=CC=CC=C3C(C12)COC(=O)NCC1(CN(C1)C(=O)OC(C)(C)C)OCC(=O)OC(C)(C)C tert-butyl 3-(((((9H-fluoren-9-yl)methoxy)carbonyl)amino)methyl)-3-(2-(tert-butoxy)-2-oxoethoxy)azetidine-1-carboxylate